COC(=O)C1CNCC(C1)C 5-methyl-piperidine-3-carboxylic acid methyl ester